BrC=1C=C(C=CC1)NC(N(CC1=CC(=CC=C1)F)CCN(C)C)=O 3-(3-bromophenyl)-1-(2-(dimethylamino)ethyl)-1-(3-fluorobenzyl)urea